2-[5-[2-[(2S)-2-methylazetidin-1-yl]-6,7-dihydro-5H-cyclopenta[d]pyrimidin-4-yl]thiazol-2-yl]propan-2-ol C[C@@H]1N(CC1)C=1N=C(C2=C(N1)CCC2)C2=CN=C(S2)C(C)(C)O